C=[Pd]Cl carbene-palladium chloride